C(#C)C1=CC=C(C=C1)N(C1=CC=CC=C1)C1=CC=CC=C1 (4-ethynyl-phenyl)-diphenylamine